(6RS)-7-(4-bromo-3-chloro-benzoyl)-N-[(1S)-1-(4-methoxyphenyl)ethyl]-6-methyl-3-oxo-2-(4-pyrazol-1-ylphenyl)-6,8-dihydro-5H-imidazo[1,5-a]pyrazine-1-carboxamide BrC1=C(C=C(C(=O)N2CC=3N(C[C@H]2C)C(N(C3C(=O)N[C@@H](C)C3=CC=C(C=C3)OC)C3=CC=C(C=C3)N3N=CC=C3)=O)C=C1)Cl |&1:12|